C(CCC)NC=1N=CC2=C(N(C(C=3C=C(C=CC23)CN2CCN(CC2)C)=O)[C@@H]2C[C@H](CC2)NCC(=O)N)N1 2-(((1S,3S)-3-(3-(butylamino)-8-((4-methylpiperazin-1-yl)methyl)-6-oxopyrimido[4,5-c]isoquinolin-5(6H)-yl)cyclopentyl)amino)acetamide